N-(1-cyclopentyl-6-fluoro-2-(3-fluorophenyl)-5-benzimidazolyl)-5-(3,4,5-trimethoxyphenyl)-1,3,4-thiadiazol-2-amine C1(CCCC1)N1C(=NC2=C1C=C(C(=C2)NC=2SC(=NN2)C2=CC(=C(C(=C2)OC)OC)OC)F)C2=CC(=CC=C2)F